[4-amino-2-(3-chloro-4-methoxy-anilino)thiazol-5-yl]-phenyl-methanone NC=1N=C(SC1C(=O)C1=CC=CC=C1)NC1=CC(=C(C=C1)OC)Cl